C12C(C3CC(CC(C1)C3)C2)NC(CN2C(C(=CC=C2)NC([C@H](CCC(C(=O)NC)=O)NC(=O)C=2N=NNC2)=O)=O)=O (S)-N1-(1-(2-(2-Adamantylamino)-2-oxoethyl)-2-oxo-1,2-dihydropyridin-3-yl)-N6-methyl-5-oxo-2-(1H-1,2,3-triazol-4-carboxamido)hexandiamid